BrC1=CN=C2N1C=C(C=C2)N(C(C2=CC=C(C=C2)Cl)=O)C N-(3-bromoimidazo[1,2-a]pyridin-6-yl)-4-chloro-N-methyl-benzamide